ClCC(C[C@@]1(N(C[C@@H](C1)OC(C1=CC=C(C=C1)[N+](=O)[O-])=O)C(=O)OC(C)(C)C)C(=O)OC)=C 1-(tert-butyl) 2-methyl (2S,4R)-2-(2-(chloromethyl) allyl)-4-((4-nitrobenzoyl) oxy)-pyrrolidine-1,2-dicarboxylate